OC[C@@H]1O[C@@H]([C@H]([C@H]1O)O)OC (2S,3R,4S,5S)-2-(hydroxymethyl)-5-methoxytetrahydrofuran-3,4-diol